2-(1H-pyrazol-1-yl)acetamide N1(N=CC=C1)CC(=O)N